P(=O)(OCCCCCCCCCCCC)(OCCC(O)(C)C)[O-] dodecyl dimethylhydroxypropyl phosphate